C(C1=CC=CC=C1)NCC=1C=CC=2N(C1)C=C(N2)CNC(=O)C=2C=1C=NNC1C=CC2 N-({6-[(benzylamino)methyl]imidazo[1,2-a]pyridin-2-yl}methyl)-1H-indazole-4-carboxamide